methyl (1s,4s)-2'-bromo-4-[(3-chlorophenyl)(trifluoroacetyl)amino]-5'-fluoro-6'-hydroxyspiro[cyclohexane-1,1'-indene]-4-carboxylate BrC=1C2(C3=CC(=C(C=C3C1)F)O)CCC(CC2)(C(=O)OC)N(C(C(F)(F)F)=O)C2=CC(=CC=C2)Cl